[Hg].N1=CNC2=C1C1=C(C=C2)N=CC=C1 pyridobenzimidazole mercury